C(C)(C)(C)C1=CC=C(N(C(=O)N2[C@@H](CCC2)C#N)C(C(=O)OC)C=2C=NC=C(C2)F)C=C1 methyl 2-(4-tert-butyl-N-[(2S)-2-cyanopyrrolidine-1-carbonyl]anilino)-2-(5-fluoro-3-pyridyl)acetate